2,5,7,11-tetraazatricyclo[7.4.0.02,6]Tridec-1(9),5-dien-8-one C1=2N3CCN=C3NC(C2CNCC1)=O